bromo-2-(2-chloro-4-(trifluoromethyl)phenyl)-2-methylbenzo[d][1,3]dioxole BrC1=CC=CC=2OC(OC21)(C)C2=C(C=C(C=C2)C(F)(F)F)Cl